6-Bromo-N-(3-pyridylmethyl)pyridine-3-carboxamide BrC1=CC=C(C=N1)C(=O)NCC=1C=NC=CC1